CC1=C(C=C(C=C1)NC(CSC1=NN2C=NC(=CC2=N1)C(F)(F)F)=O)[N+](=O)[O-] N-(4-methyl-3-nitrophenyl)-2-((7-(trifluoromethyl)-[1,2,4]triazolo[1,5-c]pyrimidin-2-yl)thio)acetamide